N-(3-chloro-5-(methylsulfonyl)phenyl)-1-((1s,4s)-4-hydroxycyclohexyl)-1H-pyrazole-4-carboxamide ClC=1C=C(C=C(C1)S(=O)(=O)C)NC(=O)C=1C=NN(C1)C1CCC(CC1)O